4-[2-(2,2-difluoroethoxy)phenyl]-2-[4-(1-hydroxycyclobutyl)phenyl]-2,3-dihydro-1H-pyrrolo[3,4-c]pyridin-1-one FC(COC1=C(C=CC=C1)C1=NC=CC2=C1CN(C2=O)C2=CC=C(C=C2)C2(CCC2)O)F